(2-((methylamino)methyl)-4-nitrophenyl)methanol CNCC1=C(C=CC(=C1)[N+](=O)[O-])CO